O1C(C1)CCCCCCCCCOC1=C(C2=CC=CC=C2C=C1)C=O 2-((9-(oxiran-2-yl)nonyl)oxy)-1-naphthaldehyde